[Si](C)(C)(C(C)(C)C)OC=1C=C(C=CC1OC)[C@@H](C(C(=O)OCC)=C)NC1=C(C=C(C=C1)OC)OC (S)-ethyl 2-((3-((tert-butyldimethylsilyl)oxy)-4-methoxyphenyl)((2,4-dimethoxyphenyl)amino)methyl)acrylate